C12(CC3CC(CC(C1)C3)C2)C(=O)N2C3=CC=CC=C3C=3C=CC=C(C23)Br 9-(1-adamantaneformyl)-1-bromocarbazole